6-methyl-1H-pyrazolo[3,4-c]pyridin-7-one CN1C(C2=C(C=C1)C=NN2)=O